(R)-tert-butylpyrrolidine-2-carbamate C(C)(C)(C)OC(N[C@H]1NCCC1)=O